(1S,3S)-3-(2-(3-chloro-5-fluorophenyl)acetamido)cyclopentan-1-aminium chloride [Cl-].ClC=1C=C(C=C(C1)F)CC(=O)N[C@@H]1C[C@H](CC1)[NH3+]